CCC(CC)NC(=O)C1=NNC(=C1)C=1C=C(C=CC1)C=1OC(=CN1)C(=O)N[C@H](C(=O)OC)C1=CC=CC=C1 methyl (S)-2-(2-(3-(3-(pentan-3-ylcarbamoyl)-1H-pyrazol-5-yl)phenyl)oxazole-5-carboxamido)-2-phenylacetate